O=C1OC(C=2C1=CC=1CN(CC1C2)C(=O)OC(C)(C)C)=O tert-butyl 1,3-dioxo-5,7-dihydrofuro[3,4-f]isoindole-6-carboxylate